C(C)C(C(=O)OC1CCCCC1)=CC 1-Cyclohexyl ethyl-2-butenoate